FC=1C=C(C=C(C1N[C@H](CCN1CC(C1)F)CCC1=CC=C(C=C1)F)F)S(=O)(=O)NC(=O)C1(CCCCC1)F (S)-N-((3,5-difluoro-4-((1-(3-fluoroazetidin-1-yl)-5-(4-fluorophenyl)pentan-3-yl)amino)phenyl)sulfonyl)-1-fluorocyclohexane-1-carboxamide